(E)-3-(tetrahydro-1H-pyrrolizin-7a(5H)-yl)acrylic acid C1CCN2CCCC12/C=C/C(=O)O